O1-tert-butyl O2-methyl (2R,3S)-3-[2-[(3S)-3-fluoropyrrolidin-1-yl]ethyl-methyl-carbamoyl]piperidine-1,2-dicarboxylate F[C@@H]1CN(CC1)CCN(C(=O)[C@@H]1[C@@H](N(CCC1)C(=O)OC(C)(C)C)C(=O)OC)C